3-(4-((9-bromononyl)thio)-1-oxoisoindolin-2-yl)piperidine-2,6-dione BrCCCCCCCCCSC1=C2CN(C(C2=CC=C1)=O)C1C(NC(CC1)=O)=O